C(C)OC(CC(C=1C=NC(=NC1)C)N)=O 3-amino-3-(2-methylpyrimidin-5-yl)propionic acid ethyl ester